(2S,6R)-2-[[bis(4-methoxyphenyl)-phenyl-methoxy]methyl]-6-[2-oxo-4-(1,2,4-triazol-1-yl)pyrimidin-1-yl]-2-(triisopropylsilanyloxymethyl)morpholine-4-carboxylic acid tert-butyl ester C(C)(C)(C)OC(=O)N1C[C@@](O[C@H](C1)N1C(N=C(C=C1)N1N=CN=C1)=O)(CO[Si](C(C)C)(C(C)C)C(C)C)COC(C1=CC=CC=C1)(C1=CC=C(C=C1)OC)C1=CC=C(C=C1)OC